glyceryl monostearate C(CCCCCCCCCCCCCCCCC)(=O)OCC(O)CO